ClC=1C=C(C(=NC1)OC1=CC=C(O[C@@H](C(=O)OCC#C)C)C=C1)F prop-2-ynyl (2R)-2-[4-(5-chloro-3-fluoropyridin-2-yl)oxyphenoxy]propanoate